C(C)(C)(C)OC(NCCCNC)=O (3-(methylamino)propyl)carbamic acid tert-butyl ester